COC1=C2C=C(NC2=CC=C1)C(=O)N[C@H](C(=O)N[C@H](C(=O)OC)C[C@H]1C(NCC1)=O)CC(C)C methyl (2S)-2-[[(2S)-2-[(4-methoxy-1H-indole-2-carbonyl)amino]-4-methyl-pentanoyl] amino]-3-[(3S)-2-oxopyrrolidin-3-yl]propanoate